N1(CCCCC1)C1=C2NC(=NC2=NC(=N1)N)C PIPERIDINYL-METHYL-PURINEAMINE